FC=1C(=C(C(=C(C1)F)OC)C1=CN(C2=NC(=CC=C21)NC(=O)[C@H]2[C@H](C2)F)COCC[Si](C)(C)C)OC (1S,2S)-N-[3-(3,5-difluoro-2,6-dimethoxyphenyl)-1-[[2-(trimethylsilyl)ethoxy]methyl]pyrrolo[2,3-b]pyridin-6-yl]-2-fluorocyclopropane-1-carboxamide